C(#N)C1C(C1)C(=O)NC1=CC=C2C(=N1)NC=C2C2=C(C=CC=C2)OC 2-cyano-N-[3-(2-methoxyphenyl)-1H-pyrrolo[2,3-b]pyridin-6-yl]cyclopropane-1-carboxamide